CC1=C(OC2=CC=C(C=C2C1=O)C)C1=CC2=CN(N=C2C=C1)C 3,6-dimethyl-2-(2-methylindazol-5-yl)chromen-4-one